C(C)(C)C1=C(C(=CC=C1)C(C)C)OC#CC 1,3-diisopropyl-2-propynyloxybenzene